C(C)N1C2=NC(=NC(=C2N=C1)N1CCOCC1)N1N=C(C(=C1)C1=CC(=CC=C1)OC)OC 4-(9-ethyl-2-(3-methoxy-4-(3-methoxyphenyl)-1H-pyrazol-1-yl)-9H-purin-6-yl)morpholine